C(C)OCOCC(F)(F)F ethoxy(2,2,2-trifluoroethoxy)methane